3-(6-((4-(((4-(4-((1S,2R)-6-hydroxy-2-phenyl-1,2,3,4-tetrahydronaphthalen-1-yl)phenoxy)butyl)amino)methyl)benzyl)oxy)-1-methyl-1H-indazol-3-yl)piperidine-2,6-dione OC=1C=C2CC[C@H]([C@H](C2=CC1)C1=CC=C(OCCCCNCC2=CC=C(COC3=CC=C4C(=NN(C4=C3)C)C3C(NC(CC3)=O)=O)C=C2)C=C1)C1=CC=CC=C1